C(C)O[Si](CCCCCCCCCCNC1=NC(=NC(=N1)N)N)(OCC)OCC N-(10-triethoxysilyl-decyl)-[1,3,5]triazine-2,4,6-triamine